O1CCN(CC1)C=1C=C(C=CC1)N1N=NC=C1 1-(3-morpholinophenyl)-1H-1,2,3-triazole